P(=O)(OC1=C2C(=CNC2=CC=C1)C[C@H]1N(CCC1)C([2H])([2H])[2H])(O)O (S)-3-((1-(methyl-d3)pyrrolidin-2-yl)methyl)-1H-indol-4-yl dihydrogen phosphate